SC(CC(=O)OCC(OC(CC(C)S)=O)COC(CC(C)S)=O)C glycerol tris(3-mercaptobutyrate)